(S)-2-(1-methyl-1H-pyrazol-4-yl)-N-(2-methyl-5-(2-(1-methylpyrrolidin-2-yl)acetamido)pyridin-3-yl)-1-((2-(trimethylsilyl)ethoxy)methyl)-1H-pyrrolo[2,3-b]pyridine-5-carboxamide CN1N=CC(=C1)C1=CC=2C(=NC=C(C2)C(=O)NC=2C(=NC=C(C2)NC(C[C@H]2N(CCC2)C)=O)C)N1COCC[Si](C)(C)C